N-ETHYL-3-(2-FORMYL-6-METHOXYPHENOXY)PROPANAMIDE C(C)NC(CCOC1=C(C=CC=C1OC)C=O)=O